BrCC=1C=C(C=C(C1)CP(OCC)(OCC)=O)CP(OCC)(OCC)=O tetraethyl ((5-(bromomethyl)-1,3-phenylene)bis(methylene))bis(phosphonate)